C(C1=CC=CC=C1)OC(=O)N1CCC(CC1)=C(C(=O)OCC)CC 4-(1-ethoxy-1-oxobutane-2-ylidene)piperidine-1-carboxylic acid benzyl ester